trichloroboric acid B(Cl)(Cl)Cl